2,8,8,11-tetramethyl-5-pentyl-2-(4-(trifluoromethyl)phenyl)-8a,9,10,12a-tetrahydro-4H,8H-benzo[c][1,3]dioxino[4,5-f]chromen-4-one CC1(OC(C=2C(=C3C4C(C(OC3=CC2CCCCC)(C)C)CCC(=C4)C)O1)=O)C1=CC=C(C=C1)C(F)(F)F